O1CCN(CC1)C=1C2=C(N=C(N1)N1N=C(C=C1O)C=1C=C(C=CC1)C)C=CC=N2 1-(4-morpholinopyrido[3,2-d]pyrimidin-2-yl)-3-m-tolyl-1H-pyrazol-5-ol